Cl.FC(C=1C=C2CCNCC2=CC1)(F)F 6-(trifluoromethyl)-1,2,3,4-tetrahydroisoquinoline hydrochloric acid salt